CN(C)CCC1CC2=CC=C(C=C2CC1)OCC1=CC=C(C=C1)C1=CC=C(C=C1)C 2-[2-(N,N-dimethylamino)ethyl]-6-(4'-methylbiphenyl-4-yl)methoxytetralin